ClC=1C=C2C(=C(NC(C2=CC1)=O)C1=CC=CC=C1)C1=CC=CC=C1 6-chloro-3,4-diphenylisoquinolin-1(2H)-one